F[C@@H]1CC2N(C(OC2)(C)C)C1=O (R)-6-fluoro-3,3-dimethyltetrahydropyrrolo[1,2-c]oxazol-5(3H)-one